ClCC1=NC2=C(N1CC1OCC1)C=C(C=C2)C(=O)O 2-(chloromethyl)-1-(oxetan-2-ylmethyl)-1H-benzo[d]imidazole-6-carboxylic acid